ethyl (1-methyl-2-cyclopentenyl)acetate CC1(C=CCC1)CC(=O)OCC